C(C)(C)C1=CN=CC(=N1)NC1=C(C=NN1C)C1=CC=C(C=N1)C=1C=CC(=NC1)C1(CC1)C(=O)O 1-[5-[6-[5-[(6-isopropylpyrazin-2-yl)amino]-1-methyl-pyrazol-4-yl]-3-pyridinyl]-2-pyridinyl]cyclopropanecarboxylic acid